ClC1=NC(=C2C(=N1)N(N=C2)[C@@H]2O[C@@H]([C@@H]1[C@H]2OC(O1)(C)C)COCP(OCC)(OCC)=O)N1CC2(C1)CCCCC2 diethyl ((((3aR,4R,6R,6aR)-6-(6-chloro-4-(2-azaspiro[3.5]nonan-2-yl)-1H-pyrazolo[3,4-d]pyrimidin-1-yl)-2,2-dimethyltetrahydrofuro[3,4-d][1,3]dioxol-4-yl)methoxy)methyl)phosphonate